Prop-2-yn-1-yl 2-((3-fluoro-3'-(prop-2-yn-1-yloxy)-[1,1'-biphenyl]-4-yl)carbamoyl)cyclopent-1-ene-1-carboxylate FC=1C=C(C=CC1NC(=O)C1=C(CCC1)C(=O)OCC#C)C1=CC(=CC=C1)OCC#C